(R)-2-(6-(2-((1H-benzo[d][1,2,3]triazol-1-yl)oxy)-5-chloropyrimidin-4-yl)-1-oxoisoindolin-2-yl)-N-(1-(2-fluoro-5-methoxyphenyl)ethyl)acetamide N1(N=NC2=C1C=CC=C2)OC2=NC=C(C(=N2)C2=CC=C1CN(C(C1=C2)=O)CC(=O)N[C@H](C)C2=C(C=CC(=C2)OC)F)Cl